2-(4-chlorophenyl)-acetylhydrazine ClC1=CC=C(C=C1)CC(=O)NN